N(=[N+]=[N-])CCCC=O 4-azidobutanal